(5-[(1S)-3,3-difluoro-1-{[(1R)-2,2,2-trifluoro-1-methyl-ethyl]carbamoyl}propyl]-4-fluoro-1H-benzimidazol-2-yl)methyl-4-methyl-1,2,5-oxadiazole-3-carboxamide FC(C[C@H](C(N[C@@H](C(F)(F)F)C)=O)C1=C(C2=C(NC(=N2)CNC(=O)C2=NON=C2C)C=C1)F)F